CS(=O)(=O)C[C@H](O)C1=CC(=CC=C1)OC R-2-methylsulfonyl-1-(3-methoxyphenyl)ethanol